[Na].[Mn].[Co] cobalt-manganese sodium salt